C[C@@H]1N(C2=CC=CC=C2[C@@H](C1)NC1=CC=C(C=C1)SCCNC(OC(C)(C)C)=O)C(CC)=O tert-butyl (2-((4-(((2S,4R)-2-methyl-1-propionyl-1,2,3,4-tetrahydroquinolin-4-yl)amino)phenyl)thio)ethyl)carbamate